NCC=1C=NC(=NC1)C1=C(C=C(C#N)C=C1)OC=1N(N=C(N1)C(C)C)C 4-[5-(aminomethyl)pyrimidin-2-yl]-3-[(2-methyl-5-propan-2-yl-1,2,4-triazol-3-yl)oxy]benzonitrile